(S)-2-amino-4-((1-hydroxyhexan-3-yl)amino)-6-(4-(piperazin-1-ylmethyl)benzyl)pyrido[4,3-d]pyrimidin-5(6H)-one NC=1N=C(C2=C(N1)C=CN(C2=O)CC2=CC=C(C=C2)CN2CCNCC2)N[C@H](CCO)CCC